F[Sb-](F)(F)(F)(F)F.C(CCCCCCC)OC1=C(C=CC=C1)C1=CC=C(C=C1)[IH+] p-(octyloxyphenyl)phenyl-iodonium hexafluoroantimonate